8-methoxy-6-(3-(5-(6-((tetrahydro-2H-pyran-4-yl)methyl)-2,6-diazaspiro[3.3]heptan-2-yl)pyridin-2-yl)-4-(2,2,2-trifluoroethyl)-1H-pyrazol-5-yl)-[1,2,4]triazolo[1,5-a]pyridine COC=1C=2N(C=C(C1)C1=C(C(=NN1)C1=NC=C(C=C1)N1CC3(C1)CN(C3)CC3CCOCC3)CC(F)(F)F)N=CN2